2-methoxytetrahydro-2H-pyran-3-amine COC1OCCCC1N